C(C)(=O)OCC(CCCC)CC 2-Ethylhexyl acetate